ClC1=NC=C(C(=O)NC2=C(C=NN2C2=CC=C(C=C2)F)C=2OCCN2)C=C1 6-chloro-N-(4-(4,5-dihydrooxazol-2-yl)-1-(4-fluorophenyl)-1H-pyrazol-5-yl)nicotinamide